ClC=1C=C(C=CC1)C1=C(NC=2C1=NC=CC2)C2=C(C=NC=C2)OC[C@H]2N(CCC2)C(C=C)=O 1-{(2S)-2-[({4-[3-(3-chlorophenyl)-1H-pyrrolo[3,2-b]pyridin-2-yl]pyridin-3-yl}oxy)methyl]pyrrolidin-1-yl}prop-2-en-1-one